1-allyl-2,3-dimethyl-imidazolium C(C=C)N1C(=[N+](C=C1)C)C